tert-butyl (5-chloro-1-(2,2-difluoropropyl)-1H-pyrazol-4-yl)carbamate ClC1=C(C=NN1CC(C)(F)F)NC(OC(C)(C)C)=O